1-Cyclopropylmethanol C1(CC1)CO